FC(C)(F)C1=CC(=NC=C1)N1N=CC(=C1)S(=O)(=O)NC=1C=CC=C2C=NN(C12)C 1-[4-(1,1-difluoroethyl)pyridin-2-yl]-N-(1-methylindazol-7-yl)pyrazole-4-sulfonamide